FC(C1=NN2C(N=C(C=C2NCC2(CCN(CC2)S(=O)(=O)N)C2=CC=CC=C2)C(F)(F)F)=C1)(F)F 4-(((2,5-Bis(trifluoromethyl)pyrazolo[1,5-a]pyrimidin-7-yl)amino)methyl)-4-phenylpiperidine-1-sulfonamide